C(C)(=O)NCCCCNC(C1=CC=C(C=C1)C1=NC=CC2=C1C=CN2)=O N-(4-acetamidobutyl)-4-(1H-pyrrolo[3,2-c]pyridin-4-yl)benzamide